tert-butyl-7-((1,3-bis(benzyloxy)-1-oxobutan-2-yl) amino)-2-(4-methoxybenzyl)-1-oxo-2,5-diazaspiro[3.4]octane-5-carboxylate C(C)(C)(C)OC(=O)N1C2(CN(C2=O)CC2=CC=C(C=C2)OC)CC(C1)NC(C(=O)OCC1=CC=CC=C1)C(C)OCC1=CC=CC=C1